benzyl 8-(5,6,7,8-tetrahydro-1,6-naphthyridin-2-yl)-3,8-diazabicyclo[3.2.1]octane-3-carboxylate N1=C(C=CC=2CNCCC12)N1C2CN(CC1CC2)C(=O)OCC2=CC=CC=C2